N,N-dimethyldec-9-en-amide CN(C(CCCCCCCC=C)=O)C